2-(2-Boc-hydrazino)-2-ethyl-3-methylbutanoic acid C(=O)(OC(C)(C)C)NNC(C(=O)O)(C(C)C)CC